ClC1=C2C(=NC=C1OC=1C=NN3C1C=NC=C3)N=C(N2C)NC=2C(N(C=C(C2)C(F)(F)F)[C@@H]2[C@H](CC2)O)=O 3-((7-chloro-1-methyl-6-(pyrazolo[1,5-a]pyrazin-3-yloxy)-1H-imidazo[4,5-b]pyridin-2-yl)amino)-1-((1S,2S)-2-hydroxycyclobutyl)-5-(trifluoromethyl)pyridin-2(1H)-one